4-((4-(5-Isopropyl-1,3,4-oxadiazol-2-yl)pyridin-2-yl)((4-(4-methoxy-3-methylphenyl)bicyclo[2.2.2]octan-1-yl)methyl)carbamoyl)cyclohexyl trans-3-hydroxyazetidine-1-carboxylate OC1CN(C1)C(=O)OC1CCC(CC1)C(N(CC12CCC(CC1)(CC2)C2=CC(=C(C=C2)OC)C)C2=NC=CC(=C2)C=2OC(=NN2)C(C)C)=O